ClC1=C(C=CC(=C1Cl)OC1=NN(C=C1)C)NC(C)=O N-(2,3-dichloro-4-((1-methyl-1H-pyrazol-3-yl)oxy)phenyl)acetamide